iron bismuth chromate [Cr](=O)(=O)([O-])[O-].[Bi+3].[Fe+2]